3-(CYCLOPENTYLAMINOCARBONYL)PHENYLBORONIC ACID C1(CCCC1)NC(=O)C=1C=C(C=CC1)B(O)O